4-Amino-6-chloro-N-(2,3-dihydro-1H-inden-2-yl)picolinamide NC1=CC(=NC(=C1)Cl)C(=O)NC1CC2=CC=CC=C2C1